OC(C(=O)NCCS)C(C(C(CO)O)O)O 2,3,4,5,6-pentahydroxy-N-(2-sulfanylethyl)hexanamide